3-tetradecylamino-N-tert-butyl-N'-tetradecylpropionamidine C(CCCCCCCCCCCCC)NCCC(=NCCCCCCCCCCCCCC)NC(C)(C)C